3-(7-Fluoro-5H-imidazo[5,1-a]isoindol-5-yl)tetrahydro-2H-pyran-4-ol FC=1C=C2C(N3C(C2=CC1)=CN=C3)C3COCCC3O